C(C)(=O)O[C@]1(C(N(C1)C)=O)C1=CC(=CC=C1)C=1N=C(SC1)C1=CN(C2=NC=CN=C21)S(=O)(=O)C2=CC=C(C)C=C2 (R,S)-1-Methyl-2-oxo-3-(3-(2-(5-tosyl-5H-pyrrolo[2,3-b]pyrazin-7-yl)thiazol-4-yl)phenyl)azetidin-3-yl acetate